N-(6-fluoro-2,7-dimethyl-2H-indazol-5-yl)-4-(piperazin-1-yl)-2,3-dihydro-1H-pyrrolo[2,3-b]pyridine-1-carboxamide 2,2,2-trifluoroacetate FC(C(=O)O)(F)F.FC=1C(=CC2=CN(N=C2C1C)C)NC(=O)N1CCC=2C1=NC=CC2N2CCNCC2